C(C)C1=NC(=CC2=C1N(C(=N2)C=2N=C1N(CCCC1)C2S(=O)(=O)CC)C)C(F)(F)F 4-Ethyl-2-(3-ethylsulfonyl-5,6,7,8-tetrahydroimidazo[1,2-a]pyridin-2-yl)-3-methyl-6-(trifluoromethyl)imidazo[4,5-c]pyridine